diallyl-(3-chloro-2-hydroxypropyl)amine hydrochloride Cl.C(C=C)N(CC(CCl)O)CC=C